(pyridin-4-yl)picolinamide N1=CC=C(C=C1)C=1C(=NC=CC1)C(=O)N